1-[8-amino-7-fluoro-6-(4-methyl-3-pyridyl)-3-isoquinolyl]-3-methylurea NC=1C(=C(C=C2C=C(N=CC12)NC(=O)NC)C=1C=NC=CC1C)F